(S)-4-(Prop-1-en-2-yl)-cyclohex-1-enecarbaldehyde C=C(C)[C@@H]1CC=C(CC1)C=O